FC(C1=CC=C(CN2CC=NC3=CC=CC=C23)C=C1)(F)F 1-(4-(trifluoromethyl)benzyl)quinoxaline